COC(C1=CN=C(C=C1)C1=CC2=CC=CC=C2C=C1)=O 6-(2-naphthyl)nicotinic acid methyl ester